tert-butyl (6-bromo-3-fluoropyridin-2-yl)carbamate BrC1=CC=C(C(=N1)NC(OC(C)(C)C)=O)F